Methyl 5-amino-2-methyl-4-(methylamino)benzoate NC=1C(=CC(=C(C(=O)OC)C1)C)NC